OCC1(CCCCC1)COC(CC(=O)[O-])C 3-((1-(hydroxymethyl)cyclohexyl)methoxy)butanoate